FC(C(=O)O)(F)F.ClC1=CC=C(C[C@H]2CO[C@H](CN2C2CCC(CC2)C2=NN(C(=N2)C)C)CS(=O)(=O)C)C=C1 (2R,5S)-5-(4-chlorobenzyl)-4-(4-(1,5-dimethyl-1H-1,2,4-triazol-3-yl)cyclohexyl)-2-((methylsulfonyl)methyl)-morpholine 2,2,2-trifluoroacetate